((1R,3S)-3-methyl-2,3-dihydro-1H-inden-1-yl)acetic acid C[C@H]1C[C@@H](C2=CC=CC=C12)CC(=O)O